[Si](C1=CC=CC=C1)(C1=CC=CC=C1)(C(C)(C)C)OCC1CCC(CC1)OCC(C)(O)[2H] 1-[4-[[Tert-butyl(diphenyl)silyl]oxymethyl]cyclohexoxy]-2-deuterio-propan-2-ol